4-(4,5-dichloro-2-(4-chloro-2-methylphenoxy)benzoylamino)benzoic acid ClC1=CC(=C(C(=O)NC2=CC=C(C(=O)O)C=C2)C=C1Cl)OC1=C(C=C(C=C1)Cl)C